1-(3'-(4-(3-chlorophenyl)-6-phenyl-1,3,5-triazin-2-yl)-5'-(naphthalen-2-yl)-[1,1'-biphenyl]-2-yl)-2-ethyl-1H-benzo[d]imidazole ClC=1C=C(C=CC1)C1=NC(=NC(=N1)C1=CC=CC=C1)C=1C=C(C=C(C1)C1=CC2=CC=CC=C2C=C1)C1=C(C=CC=C1)N1C(=NC2=C1C=CC=C2)CC